2-(4-(3-bromo-4-methoxyphenyl)bicyclo[2.2.2]octan-1-yl)propan-2-ol BrC=1C=C(C=CC1OC)C12CCC(CC1)(CC2)C(C)(C)O